FC1(CCN(CC1)C=1C=CC(=NC1C)C(=O)NC)CC1=CC=2NC(N(C(C2S1)=O)C)=O 5-(4-fluoro-4-((3-methyl-2,4-dioxo-1,2,3,4-tetrahydrothieno[3,2-d]pyrimidin-6-yl)methyl)piperidin-1-yl)-N,6-dimethylpicolinamide